methylhexadecyldisulfide CSSCCCCCCCCCCCCCCCC